COC(C(CC)NC(=O)C=1C(=NN2C1C[C@@H](CC2(C)C)C2=CC=CC=C2)C)=O ((((5R)-2,7,7-trimethyl-5-phenyl-4,5,6,7-tetrahydropyrazolo[1,5-a]pyridin-3-yl)carbonyl)amino)butyric acid methyl ester